The molecule is an organic cation that is the conjugate acid of serpentine. It is the major species at pH 7.3. It is a conjugate acid of a serpentine. C[C@H]1[C@H]2C[N+]3=C(C[C@@H]2C(=CO1)C(=O)OC)C4=C(C=C3)C5=CC=CC=C5N4